rel-N-(5-((1R,3S)-3-((3-isopropylpyrazin-2-yl)oxy)cyclopentyl)-1H-pyrazol-3-yl)-3-(methoxymethyl)-1-methyl-1H-pyrazole-5-carboxamide C(C)(C)C=1C(=NC=CN1)O[C@@H]1C[C@@H](CC1)C1=CC(=NN1)NC(=O)C1=CC(=NN1C)COC |o1:10,12|